4-[(2-imino-2,3-dihydro-1,3-oxazol-3-yl)methyl]-N-{1-[3-(trifluoromethyl)phenyl]ethyl}-1H-1,3-benzodiazole-2-amine N=C1OC=CN1CC1=CC=CC=2NC(=NC21)NC(C)C2=CC(=CC=C2)C(F)(F)F